2-(1-methyl-2,6-dioxopiperidin-3-yl)-1,3-dioxoisoindolin-5-yl sulfurofluoridate S(OC=1C=C2C(N(C(C2=CC1)=O)C1C(N(C(CC1)=O)C)=O)=O)(=O)(=O)F